(S)-2-(((benzyloxy)carbonyl)amino)-3-(bicyclo[2.2.2]oct-1-yl)propionic acid C(C1=CC=CC=C1)OC(=O)N[C@H](C(=O)O)CC12CCC(CC1)CC2